OCC1CCC(CC1)NC1=NC(=NC=C1C)NC=1C=CC2=C(B(OC2)O)C1 6-((4-(((1r,4r)-4-(hydroxymethyl)cyclohexyl)amino)-5-methylpyrimidin-2-yl)amino)benzo[c][1,2]oxaborol-1(3H)-ol